1-(3-aminopropyl)piperidine NCCCN1CCCCC1